C(C=C)C1CCC[C@H](N1C(=O)OC(C)(C)C)C(=O)OC 1-(tert-butyl) 2-methyl (2S)-6-allylpiperidine-1,2-dicarboxylate